E-2-Pentenal C(\C=C\CC)=O